O=C1C=2C(CNC1)=NNC2 oxo-2,4,5,7-tetrahydro-6H-pyrazolo[3,4-c]pyridine